C(#N)C1=CC=C(C=C1)C1N(CC2=CC=C(C=C12)CS(=O)(=O)C)C#N (4-cyanophenyl)-6-((methylsulfonyl)methyl)isoindoline-2-carbonitrile